1,2,3,4-tetraethylimidazolium C(C)N1C(=[N+](C(=C1)CC)CC)CC